O=C1NC=2C(=NC=CC2N2CCN(CC2)C(=O)NCCS(=O)(=O)C)N1 4-(2,3-dihydro-2-oxo-1H-imidazo[4,5-b]pyridin-7-yl)-N-(2-(methylsulfonyl)ethyl)piperazine-1-carboxamide